(E)-4-(dimethylamino)-N-(4-methoxy-2-methyl-5-((4-(1-methyl-1H-indol-3-yl)pyrimidin-2-yl)amino)phenyl)but-2-enamide CN(C/C=C/C(=O)NC1=C(C=C(C(=C1)NC1=NC=CC(=N1)C1=CN(C2=CC=CC=C12)C)OC)C)C